STEARYL-TRIMETHYL-ammonium C(CCCCCCCCCCCCCCCCC)[N+](C)(C)C